C(#N)[C@H](C[C@H]1C(NCC1)=O)NC([C@H](CC1CC1)NC(=O)C=1NC2=CC=CC(=C2C1)C1CC1)=O N-[(1S)-2-[[(1S)-1-cyano-2-[(3S)-2-oxopyrrolidin-3-yl]ethyl]amino]-1-(cyclopropylmethyl)-2-oxo-ethyl]-4-cyclopropyl-1H-indole-2-carboxamide